(S)-3-(9-bromo-3-methyl-5,6-dihydrobenzo[f]imidazo[1,2-d][1,4]oxazepin-2-yl)-4-(difluoromethyl)oxazolidin-2-one BrC1=CC2=C(C=3N(CCO2)C(=C(N3)N3C(OC[C@H]3C(F)F)=O)C)C=C1